1-(2-chlorophenyl)-4-(((1-(hydroxy-methyl)cyclopropyl)methyl)amino)-7-(trifluoromethyl)-pyrido[2,3-d]-pyrimidin-2(1H)-one ClC1=C(C=CC=C1)N1C(N=C(C2=C1N=C(C=C2)C(F)(F)F)NCC2(CC2)CO)=O